4-methyl-2-oxo-3-(trifluoromethyl)-1,2-dihydro-1,6-naphthyridine CC1=C(C(NC2=CC=NC=C12)=O)C(F)(F)F